5-(1-(2-cyclohexylethyl)piperidin-3-yl)-2-(6-methylisoquinolin-5-yl)-2,4-dihydro-3H-1,2,4-triazol-3-one C1(CCCCC1)CCN1CC(CCC1)C=1NC(N(N1)C1=C2C=CN=CC2=CC=C1C)=O